2-chloro-4-fluoro-5-(1,3-dioxohexahydroimidazo[1,5-a]pyridin-2(3H)-yl)benzoic acid (1-methoxy-1-ethoxycarbonylmethyl) ester COC(C(=O)OCC)OC(C1=C(C=C(C(=C1)N1C(N2C(CCCC2)C1=O)=O)F)Cl)=O